((((((4-nitrophenoxy) carbonyl) oxy) methyl) phenyl) diazenyl) benzoate C(C1=CC=CC=C1)(=O)ON=NC1=C(C=CC=C1)COC(=O)OC1=CC=C(C=C1)[N+](=O)[O-]